5-((3-Bromophenyl)selanyl)-2-ethoxy-6-phenyl-3,4-dihydro-1,2-oxaphosphinine 2-oxide BrC=1C=C(C=CC1)[Se]C=1CCP(OC1C1=CC=CC=C1)(OCC)=O